1-(4-((S)-1-(2-methyl-1H-imidazol-1-yl)ethyl)phenyl)-3-(((S)-tetrahydrofuran-2-yl)methyl)urea CC=1N(C=CN1)[C@@H](C)C1=CC=C(C=C1)NC(=O)NC[C@H]1OCCC1